C1(C=CC(N1C=1C(=C(C=CC1)N1C(C=CC1=O)=O)N1C(C=CC1=O)=O)=O)=O tris-(maleimido)benzene